C(C)(=O)N[C@@H](C)C(=O)N[C@@H](CC(C)C)C(=O)N[C@@H](CC1=CNC=N1)C(=O)N[C@@H](CCCCN)C(=O)N[C@@H](C(C)C)C(=O)N[C@@H](CCCCN)C(=O)N N-acetyl-L-alanyl-L-leucyl-L-histidyl-L-lysyl-L-valyl-L-lysinamide